NCC(CN1N=CN(C1=O)C1=C(C=C(C=C1)C=1C=NN(C1)CC)F)=C(F)F 2-[2-(aminomethyl)-3,3-difluoro-allyl]-4-[4-(1-ethylpyrazol-4-yl)-2-fluoro-phenyl]-1,2,4-triazol-3-one